NCCC=C[NH-] 2-aminoethylvinylamide